FC(C1=NN2C(N=CC3=C2C(CC3C#N)(C)C)=C1)F 2-(difluoromethyl)-8,8-dimethyl-7,8-dihydro-6H-cyclopenta[e]Pyrazolo[1,5-a]Pyrimidine-6-carbonitrile